2-amino-N-(2-dimethylaminoethyl)acetamide dihydrochloride Cl.Cl.NCC(=O)NCCN(C)C